N-[5-(cyclohex-1-en-1-yl)-1H-pyrrolo[3,2-b]pyridin-3-yl]-5-phenoxy-1H-benzo[d]imidazol-2-amine C1(=CCCCC1)C1=CC=C2C(=N1)C(=CN2)NC2=NC1=C(N2)C=CC(=C1)OC1=CC=CC=C1